O1[C@H]([C@H](O)C(=O)C=2C(O)=CC(O)=CC12)C1=CC(O)=C(O)C=C1 (2S,3S)-dihydroquercetin